BrC1=CC(=CC=2N=C3SC[C@H](N3C21)C)C(=O)NC2=CC=C(C=C2)OC(F)(F)Cl (R)-5-bromo-N-(4-(chlorodifluoromethoxy)phenyl)-3-methyl-2,3-dihydrobenzo[4,5]imidazo[2,1-b]thiazole-7-carboxamide